(R)-(4-(4-methylpyrazolo[1,5-a]pyridin-2-yl)-6,7-dihydro-1H-imidazo[4,5-c]pyridin-5(4H)-yl)(5-(5-methylpyridin-2-yl)-1,3,4-oxadiazol-2-yl)methanone CC=1C=2N(C=CC1)N=C(C2)[C@@H]2N(CCC1=C2N=CN1)C(=O)C=1OC(=NN1)C1=NC=C(C=C1)C